BrCCOC1=NOC(=C1)[C@H](C(=O)N1[C@@H](C[C@H](C1)O[Si](C)(C)C(C)(C)C)C(=O)N[C@@H](C)C1=CC=C(C=C1)C1=C(N=CS1)C)C(C)C (2S,4R)-1-((R)-2-(3-(2-bromoethoxy)isoxazol-5-yl)-3-methylbutanoyl)-4-((tert-butyl-dimethylsilyl)oxy)-N-((S)-1-(4-(4-methylthiazol-5-yl)phenyl)ethyl)pyrrolidine-2-carboxamide